(R)-4-(8-Ethyl-2-(piperazin-1-yl)-7,8-dihydropyrido[4,3-d]pyrimidin-6(5H)-yl)pyrazolo[1,5-a]pyridine-7-carbonitrile C(C)[C@@H]1CN(CC2=C1N=C(N=C2)N2CCNCC2)C=2C=1N(C(=CC2)C#N)N=CC1